3-((11-phenylundecyl)thio)propan-1-ol C1(=CC=CC=C1)CCCCCCCCCCCSCCCO